(R)-3-(allylselanyl)-2-amino-2-methylpropanoic acid C(C=C)[Se]C[C@](C(=O)O)(C)N